ClC1=C(C=CC=C1)[C@H]1CC[C@H](N1C(C1=CC(=CC(=C1)OCC1=CC=C(C=C1)S(=O)(=O)C)OC)=O)C(=O)O (2S,5R)-5-(2-chlorophenyl)-1-(3-methoxy-5-((4-(methylsulfonyl)benzyl)oxy)benzoyl)pyrrolidine-2-carboxylic acid